(E)-N-(4-(1-(4-(4-(7-(2-(2,6-dioxopiperidin-3-yl)-1-oxoisoindolin-4-yl)hept-6-yn-1-yl)piperazin-1-yl)-2-fluorobenzoyl)pyrrolidin-3-yl)butyl)-3-(5-methylpyridin-3-yl)acrylamide O=C1NC(CCC1N1C(C2=CC=CC(=C2C1)C#CCCCCCN1CCN(CC1)C1=CC(=C(C(=O)N2CC(CC2)CCCCNC(\C=C\C=2C=NC=C(C2)C)=O)C=C1)F)=O)=O